7-[3-(ethanesulfinyl)azetidin-1-yl]-6-fluoro-4-oxo-1-(1,2,4-thiadiazol-5-yl)-1,4-dihydro-1,8-naphthyridine-3-carboxylic acid C(C)S(=O)C1CN(C1)C1=C(C=C2C(C(=CN(C2=N1)C1=NC=NS1)C(=O)O)=O)F